C1(=CC=CC=C1)S(=O)(=O)NCCCCCCCCCCCCCCCC(=O)OC methyl 16-(phenylsulfonamido)hexadecanoate